C(C1CO1)N(C1=CC=C(C=C1)OC1=CC=CC=C1)CC1CO1 diglycidyl-p-phenoxyaniline